SC=1SC2=C(N1)C=C(C=C2)C(F)(F)F 2-mercapto-5-trifluoromethyl-benzothiazole